3-(Diisopropyl((4-methoxybenzyl)oxy)silyl)-1-phenylprop-2-yn-1-one C(C)(C)[Si](C#CC(=O)C1=CC=CC=C1)(OCC1=CC=C(C=C1)OC)C(C)C